6-isobutoxy-4-(6-(4-(pyrimidin-2-ylmethyl)piperazin-1-yl)pyridin-3-yl)pyrazolo[1,5-a]pyridine-3-carbonitrile C(C(C)C)OC=1C=C(C=2N(C1)N=CC2C#N)C=2C=NC(=CC2)N2CCN(CC2)CC2=NC=CC=N2